NC1=NC(=NN2C1=NC=C2CC=2C=C(C(=NC2)N2C[C@@H](N(CC2)C(CN(C)C)=O)C)C)OCCCC (S)-1-(4-(5-((4-amino-2-butoxyimidazo[2,1-f][1,2,4]triazin-7-yl)methyl)-3-methylpyridin-2-yl)-2-methylpiperazin-1-yl)-2-(dimethylamino)ethan-1-one